2-((2-fluoro-4-(trifluoromethyl)phenyl)carbamoyl)-6-(4-(methylamino)phenyl)-4-phenoxycyclohexane-1-carboxylic acid FC1=C(C=CC(=C1)C(F)(F)F)NC(=O)C1C(C(CC(C1)OC1=CC=CC=C1)C1=CC=C(C=C1)NC)C(=O)O